C(C)[C@]1(C(OCC=2C(N3CC=4C(=NC=5C=C(C(=C6C5C4[C@@](CC6)(C)N6C[C@H](CC6)O)C)F)C3=CC21)=O)=O)O (1S,9S)-9-ethyl-5-fluoro-9-hydroxy-1-((S)-3-hydroxypyrrolidin-1-yl)-1,4-dimethyl-2,3,12,15-tetrahydrobenzo[de]pyrano[3',4':6,7]indolizino[1,2-b]quinoline-10,13(1H,9H)-dione